ClC1=C(C(N(N(C1=O)C)C)=O)NCCCN(CCCCCCCC(=O)OC(CCCCCCCC)CCCCCCCC)CCCCCCCC(OC(CC)CCCCCCCC)=O Heptadecan-9-yl 8-((3-((5-chloro-1,2-dimethyl-3,6-dioxo-1,2,3,6-tetrahydropyridazin-4-yl)amino)propyl)(8-oxo-8-(undecan-3-yloxy)octyl)amino)octanoate